((1r,4r)-4-(2-methoxyethoxy)cyclohexyl)-7H-purine-6-carboxamide COCCOC1CCC(CC1)C1=NC(=C2NC=NC2=N1)C(=O)N